CN(C(CCCCCCCC\C=C/CCCCCCCC(=O)OCC)CCCCCC)C ethyl (9Z)-19-(dimethylamino)pentacos-9-enoate